CNCCC(OC1=CC=CC=2OCOC21)C2=CC=CC=C2 methyl-3-phenyl-3-[(benzo[d][1,3]dioxolan-4-yl)oxy]propylamine